C(#N)\C(\C(=O)NC(OCC)=O)=N/NC1=CC(=C(C(=C1)Cl)OC1=CC2=C(NC(N2C2(CC2)C(F)F)=O)C=C1)Cl (E)-ethyl (2-cyano-2-(2-(3,5-dichloro-4-((3-(1-(difluoromethyl)cyclopropyl)-2-oxo-2,3-dihydro-1H-benzo[d]imidazol-5-yl)oxy)phenyl)hydrazono)acetyl)carbamate